FC=1C=C2C3=C(NC2=C(C1)NC)N=CC(=C3N3CCOCC3)C=3C=C1C(C(=CN(C1=NC3)C)C(=O)O)=O 6-[6-fluoro-8-(methylamino)-4-morpholino-9H-pyrido[2,3-b]indol-3-yl]-1-methyl-4-oxo-1,8-naphthyridine-3-carboxylic acid